C1(CCC1)CN[C@H]1CN(CCC1)C1=CC=CN=N1 6-((R)-3-((cyclobutylmethyl)amino)piperidin-1-yl)pyridazin